FC(C1=NN=C(O1)C1=CC=C2CN(C(C2=C1)=O)[C@@H]([C@H](C1=NC=CC=C1)O)C1=C(C=CC=C1)C(F)(F)F)F |r| 6-[5-(difluoromethyl)-1,3,4-oxadiazol-2-yl]-2-{(1RS,2RS)-2-hydroxy-2-(pyridin-2-yl)-1-[2-(trifluoromethyl)phenyl]ethyl}-2,3-dihydro-1H-isoindol-1-one